1,4-methylenecyclohexane C1C2CCC1CC2